NC=1C2=C(N=CN1)N(C=C2C(C)CC)[C@H]2[C@@H]([C@@H]([C@H](C2)CNCCCNCCC2=CC=CC=C2)O)O (1R,2S,3R,5R)-3-(4-Amino-5-(sec-butyl)-7H-pyrrolo[2,3-d]pyrimidin-7-yl)-5-(((3-(phenethylamino)propyl)amino)methyl)cyclopentane-1,2-diol